(2-(4-Acetylpiperazin-1-yl)ethyl)-5-(2-nitrophenyl)-2-(4-(trifluoromethyl)phenyl)Azole-4-carboxamide C(C)(=O)N1CCN(CC1)CCC1=C(NC(=C1C(=O)N)C1=C(C=CC=C1)[N+](=O)[O-])C1=CC=C(C=C1)C(F)(F)F